4-[4-(Dimethoxymethyl)-1-piperidyl]-5-fluoro-3-methyl-1-(2-trimethylsilylethoxymethyl)benzimidazol-2-one COC(C1CCN(CC1)C1=C(C=CC=2N(C(N(C21)C)=O)COCC[Si](C)(C)C)F)OC